N-(3-(2-(2-(3-aminopropoxy)ethoxy)ethoxy)propyl)propiolamide NCCCOCCOCCOCCCNC(C#C)=O